IC1=C(C=CC=C1)N(C(OCC1=CC=CC=C1)=O)C=1SC=CN1 Benzyl (2-iodophenyl)(thiazol-2-yl)carbamate